C(#N)C=1C=C(C=CC1)C1=CC=2N(C[C@H]3N(C2N=C1)CCN(C3)CCC(=O)O)S(=O)(=O)C3=CC(=CC=C3)C(F)(F)F (S)-3-(3-(3-cyanophenyl)-5-(3-(trifluoromethyl)phenylsulfonyl)-6a,7,9,10-tetrahydro-5H-pyrazino[1,2-a]pyrido[3,2-e]pyrazin-8(6H)-yl)propionic acid